3-mercaptopropionyl chloride SCCC(=O)Cl